NC1=C2C(=NC=N1)N(N=C2C=2C=CC(=C(C#N)C2)OC(C)C)[C@@H](C)C=2C=C1N(C(C2C2=CC(=CC=C2)F)=O)C(=CS1)Cl (S)-5-(4-amino-1-(1-(3-chloro-6-(3-fluorophenyl)-5-oxo-5H-thiazolo[3,2-a]pyridin-7-yl)ethyl)-1H-pyrazolo[3,4-d]pyrimidin-3-yl)-2-isopropoxybenzonitrile